(3-chloro-2,4-difluorophenyl)(3-(trifluoromethyl)bicyclo[1.1.1]pentan-1-yl)methylamine ClC=1C(=C(C=CC1F)NCC12CC(C1)(C2)C(F)(F)F)F